(7S)-2-((cis-3-(4-fluorophenoxy)cyclobutyl)amino)-7,8-dimethyl-7,8-dihydropteridin-6(5H)-one FC1=CC=C(O[C@H]2C[C@H](C2)NC2=NC=3N([C@H](C(NC3C=N2)=O)C)C)C=C1